C(C)(C)(C)OC(=O)N1C[C@H]2CO[C@@H](CN2CC1)C1=CC(=C(C=C1)F)Cl.C(C=C)(=O)OCCC[Si](OC)(CCCOC(C=C)=O)CCCOC(C=C)=O tris(γ-acryloyloxypropyl)methoxysilane tert-butyl-(3R,9aS)-3-(3-chloro-4-fluorophenyl)hexahydropyrazino[2,1-c][1,4]oxazine-8(1H)-carboxylate